(E)-N-(2-cyano-4-(8-(6-methoxy-1-methyl-1H-benzo[d]imidazol-5-yl)indolizine-3-carbonyl)phenyl)-4-(((1r,4r)-4-methoxycyclohexyl)amino)but-2-enamide C(#N)C1=C(C=CC(=C1)C(=O)C1=CC=C2C(=CC=CN12)C1=CC2=C(N(C=N2)C)C=C1OC)NC(\C=C\CNC1CCC(CC1)OC)=O